[2-(aminomethyl)-3,3-difluoro-allyl]-4-[[6-(4-methylsulfonylphenyl)benzothien-2-yl]methyl]-1,2,4-triazol-3-one trifluoroacetate salt FC(C(=O)O)(F)F.NCC(CC=1N(C(NN1)=O)CC=1SC2=C(C1)C=CC(=C2)C2=CC=C(C=C2)S(=O)(=O)C)=C(F)F